C(#N)C(C(=O)NC([O-])=O)=NNC1=CC(=C(C(=C1)Cl)OC=1C=NC(N(C1)CC1=CC=C(C=C1)F)=O)Cl (2-cyano-2-(2-(3,5-dichloro-4-((1-(4-fluorobenzyl)-2-oxo-1,2-dihydropyrimidin-5-yl)oxy)phenyl)hydrazono)acetyl)carbamate